N1(CCC1)[C@]1(C(CCCC1)=O)C1=CC=CC=C1 (S)-2-(azetidin-1-yl)-2-phenyl-cyclohexan-1-one